9-(1-((6-chloro-2-(1-methyl-1H-1,2,4-triazol-3-yl)pyridin-3-yl)amino)ethyl)-4,7-dimethyl-3-(pyrimidin-5-yl)imidazo[1,5-a]quinazolin-5(4H)-one ClC1=CC=C(C(=N1)C1=NN(C=N1)C)NC(C)C=1C=C(C=C2C(N(C=3N(C12)C=NC3C=3C=NC=NC3)C)=O)C